3-methyl-(cis-2-penten-1-yl)-2-cyclopenten-1-one CC/C=C/CC1=C(CCC1=O)C